ClC=1C=CC(=C(C1)C1=C(C(=CC=C1)C[C@@H]1N(C[C@@H]([C@@H]1NS(=O)(=O)C)F)C(C(C)(C)O)=O)F)F N-[(2S,3R,4S)-2-[(5'-chloro-2,2'-difluoro-[1,1'-biphenyl]-3-yl)methyl]-4-fluoro-1-(2-hydroxy-2-methylpropanoyl)pyrrolidin-3-yl]methanesulfonamide